ClC1=C(C=C(C(=C1)CC1=CC(=C(C=C1)C(F)(F)F)F)C)N=CN(C)CC N'-(2-chloro-4-(3-fluoro-4-(trifluoromethyl)benzyl)-5-methylphenyl)-N-ethyl-N-methylformimidamide